NCN1CCN(CC1)C1=CC(=C(C(=O)NC2C(NC(CC2)=O)=O)C=C1)F 4-(4-(aminomethyl)piperazin-1-yl)-N-(2,6-dioxopiperidin-3-yl)-2-fluorobenzamide